C1(=CC=CC=C1)N(C1=CC=C(O1)/C=C/C=1OC(=CCC1)\C=C\C=1OC(=CC1)N(C1=CC=CC=C1)C1=CC=CC=C1)C1=CC=CC=C1 2,6-bis((E)-2-(5-(diphenylamino)furan-2-yl)vinyl)-4H-pyran